Dodecyl-(2-hydroxyethyl)dimethyl-ammonium bromide [Br-].C(CCCCCCCCCCC)[N+](C)(C)CCO